β-D-galactosyl-(1→4)-D-glucose [C@@H]1([C@H](O)[C@@H](O)[C@@H](O)[C@H](O1)CO)O[C@@H]([C@@H]([C@H](C=O)O)O)[C@H](O)CO